N-[9-[(2R,4R,5R)-5-[[bis(4-methoxyphenyl)-phenyl-methoxy]methyl]-4-hydroxy-tetrahydrofuran-2-yl]-8-oxo-7H-purin-6-yl]-2-phenoxy-acetamide COC1=CC=C(C=C1)C(OC[C@@H]1[C@@H](C[C@@H](O1)N1C2=NC=NC(=C2NC1=O)NC(COC1=CC=CC=C1)=O)O)(C1=CC=CC=C1)C1=CC=C(C=C1)OC